Perfluorooctanol ammonium [NH4+].FC(C(C(C(C(C(C(C(F)(F)F)(F)F)(F)F)(F)F)(F)F)(F)F)(F)F)(O)F